ClC=1C=C(C=CC1Cl)NC1=CC=2C3=C(N(C2C=C1)CCNC(OC(C)(C)C)=O)C=CN=C3 tert-butyl 2-(8-(3,4-dichlorophenylamino)-5H-pyrido[4,3-b]indol-5-yl)ethylcarbamate